C1(=CC=CC2=CC=CC=C12)[C@@H](C)NC=1C(C(=O)O)=CC=CC1 N-[(R)-1-(1-naphthyl)ethyl]anthranilic acid